(di(4-tert-butylphenyl)-(4-fluorophenyl))sulfonium chloride salt [Cl-].C(C)(C)(C)C1=CC=C(C=C1)C=1C(=C(C=CC1F)[SH2+])C1=CC=C(C=C1)C(C)(C)C